C12C=CC(C=C1)C2 bicyclo(2.2.1)-hepta-2,5-diene